ClC1=CC=C(OCCNS(=O)(=O)C=2C=3C4=C(C(N(C4=CC2)CC)=O)C=CC3)C=C1 N-(2-(4-chlorophenoxy)ethyl)-1-ethyl-2-oxo-1,2-dihydrobenzo[cd]indole-6-sulfonamide